2-(7-((2S,5R)-2,5-diethyl-4-(1-(1-methylisoquinolin-3-yl)ethyl)piperazin-1-yl)-4-methyl-5-oxo-4,5-dihydro-2H-pyrazolo[4,3-b]pyridin-2-yl)acetonitrile C(C)[C@@H]1N(C[C@H](N(C1)C(C)C=1N=C(C2=CC=CC=C2C1)C)CC)C=1C=2C(N(C(C1)=O)C)=CN(N2)CC#N